C(C)C1=CC=2C3=C(NC2C=C1)C(=NC(=N3)C(F)(F)F)N3CCC(CC3)CP(OCC)(OCC)=O diethyl ((1-(8-ethyl-2-(trifluoromethyl)-5H-pyrimido[5,4-b]indol-4-yl)piperidin-4-yl)methyl)phosphonate